tert-butyl N-[2-[[2-methyl-6-[(5-phenylthiazol-2-yl)amino]-4-pyridyl]oxy]ethyl]carbamate CC1=NC(=CC(=C1)OCCNC(OC(C)(C)C)=O)NC=1SC(=CN1)C1=CC=CC=C1